N-(4-chlorophenyl)-4-{3-(cyanomethyl)-3-[4-(7H-pyrrolo[2,3-d]pyrimidin-4-yl)-1H-pyrazol-1-yl]azetidin-1-yl}piperidine-1-carboxamide ClC1=CC=C(C=C1)NC(=O)N1CCC(CC1)N1CC(C1)(N1N=CC(=C1)C=1C2=C(N=CN1)NC=C2)CC#N